C(=O)(C(=O)[O-])[O-] The molecule is a dicarboxylic acid dianion obtained by deprotonation of both carboxy groups of oxalic acid. It has a role as a human metabolite and a plant metabolite. It is an oxalate and a dicarboxylic acid dianion. It is a conjugate base of an oxalate(1-).